hexane-2,4-diene-1,6-diol C(C=CC=CCO)O